(benzoyloxy)methyl 4-((6-chloronaphthalen-2-yl)oxy)-1H-1,2,3-triazole-5-carboxylate ClC=1C=C2C=CC(=CC2=CC1)OC=1N=NNC1C(=O)OCOC(C1=CC=CC=C1)=O